CC1(OB(OC1(C)C)C1=CC2=C(OC3(CCN(CC3)C(=O)OCC)O2)C=C1)C ethyl 5-(4,4,5,5-tetramethyl-1,3,2-dioxaborolan-2-yl)spiro[benzo[d][1,3]dioxole-2,4'-piperidine]-1'-carboxylate